C(C)(C)(C)OC(=O)N(CCC(=O)O)CC(C)O 3-[tert-butoxycarbonyl-(2-hydroxy-propyl)-amino]-propionic acid